4-[2-(1-methyl-2,6-dioxopiperidin-3-yl)-1,3-dioxo-2,3-dihydro-1H-isoindol-5-yl]piperazin-1-ylhexanoic acid CN1C(C(CCC1=O)N1C(C2=CC=C(C=C2C1=O)N1CCN(CC1)C(C(=O)O)CCCC)=O)=O